ClC=1C=C(C=2N(N1)C(=C(N2)C)I)N2C[C@@H](CC2)NC(C)=O (R)-N-(1-(6-chloro-3-iodo-2-methylimidazo[1,2-b]pyridazin-8-yl)pyrrolidin-3-yl)acetamide